C(C)(=O)O[C@@H]1[C@H](O[C@H]([C@@H]1OC(C)=O)N1N=CC=2C1=NC(=CC2NOC(C)C)Cl)COC(C)=O (2R,3R,4R,5R)-2-(acetoxymethyl)-5-(6-chloro-4-(isopropoxyamino)-1H-pyrazolo[3,4-b]pyridin-1-yl)tetrahydrofuran-3,4-diyl diacetate